(R)-3-(3-chloro-5-(1,3,5-triazin-2-yl)phenyl)morpholine-4-carboxylate ClC=1C=C(C=C(C1)C1=NC=NC=N1)[C@H]1N(CCOC1)C(=O)[O-]